ClC1=C(C=CC(=C1)C(F)(F)F)NC(CN1C=2N(C(C(=C1CC)N1CCNCC1)=O)N=C(N2)N2CCOCCC2)=O N-[2-chloro-4-(trifluoromethyl)phenyl]-2-[5-ethyl-2-(1,4-oxazepan-4-yl)-7-oxo-6-(piperazin-1-yl)-[1,2,4]triazolo[1,5-a]pyrimidin-4-yl]acetamide